Methyl (S)-2-((4-((5-((2,4-dichlorophenoxy)methyl)furan-2-yl)methyl)piperidin-1-yl)methyl)-1-(oxetan-2-ylmethyl)-1H-benzo[d]imidazole-6-carboxylate ClC1=C(OCC2=CC=C(O2)CC2CCN(CC2)CC2=NC3=C(N2C[C@H]2OCC2)C=C(C=C3)C(=O)OC)C=CC(=C1)Cl